FCC1CN(C1)CCOC1=CC=C(C=C1)OC1OCCCC1 3-(fluoromethyl)-1-(2-(4-((tetrahydro-2H-pyran-2-yl)oxy)phenoxy)ethyl)azetidine